4-cyclopropyl-N-[5-(2-ethyl-1-methyl-3,4-dihydro-1H-isoquinolin-6-yl)-2-methyl-1,2,4-triazol-3-yl]-1H-indazol-5-amine C1(CC1)C1=C2C=NNC2=CC=C1NC=1N(N=C(N1)C=1C=C2CCN(C(C2=CC1)C)CC)C